5-(Cyclopropylamino)-6-(3-methylimidazo[4,5-c]pyridin-7-yl)-3-(4-morpholinoanilino)pyrazin-2-carboxamid C1(CC1)NC=1N=C(C(=NC1C=1C2=C(C=NC1)N(C=N2)C)C(=O)N)NC2=CC=C(C=C2)N2CCOCC2